C(C)(=O)OC=CC=CC pentadienyl acetate